N-(2-(Benzylamino)-2-oxo-1-phenylethyl)-N-(5-chloro-2-iodophenyl)-propiolamide C(C1=CC=CC=C1)NC(C(C1=CC=CC=C1)N(C(C#C)=O)C1=C(C=CC(=C1)Cl)I)=O